C(C)(C)(C)SC=1C(=C(C=CC1)N1C(CCC1)=O)Cl 1-(3-(tert-butylthio)-2-chlorophenyl)pyrrolidin-2-one